5-(1-((4-(4-(6-amino-5-((R)-1-(2,6-dichloro-3-fluorophenyl)ethoxy)pyridin-3-yl)-1H-pyrazol-1-yl)cyclohexyl)methyl)piperidin-4-yl)-2-(2,6-dioxopiperidin-3-yl)isoindoline-1,3-dione NC1=C(C=C(C=N1)C=1C=NN(C1)C1CCC(CC1)CN1CCC(CC1)C=1C=C2C(N(C(C2=CC1)=O)C1C(NC(CC1)=O)=O)=O)O[C@H](C)C1=C(C(=CC=C1Cl)F)Cl